diethyl (R or S)-((5-(1-amino-2,2,2-trifluoroethyl)-3-bromo-7-(4,4,4-trifluorobutoxy)benzo[b]thiophen-2-yl)difluoromethyl)phosphonate N[C@@H](C(F)(F)F)C1=CC2=C(SC(=C2Br)C(F)(F)P(OCC)(OCC)=O)C(=C1)OCCCC(F)(F)F |o1:1|